benzyl 4-[(4-fluoro-4-piperidyl)methyl]piperidine-1-carboxylate FC1(CCNCC1)CC1CCN(CC1)C(=O)OCC1=CC=CC=C1